N1=CN=C(C=C1)C=1C=C2C=CC=NC2=CC1 6-(pyrimidin-4-yl)quinoline